sodium xylene didodecyl-phosphate C(CCCCCCCCCCC)OP(=O)(OCCCCCCCCCCCC)[O-].C=1(C(=CC=CC1)C)C.[Na+]